2-(5-bromothiophene-2-ylsulfanyl)-2-methylpropionic acid ethyl ester C(C)OC(C(C)(C)SC=1SC(=CC1)Br)=O